2-bromo-1-(3-trifluoromethylphenyl)ethanone methyl-2-diazo-2-(dimethoxyphosphoryl)acetate COC(C(P(=O)(OC)OC)=[N+]=[N-])=O.BrCC(=O)C1=CC(=CC=C1)C(F)(F)F